ClC1=C(C(=O)N[C@H]2[C@H]3CC[C@@H](C2)N3C#N)C=CC(=C1)N1[C@@H]3CC[C@@H]([C@@H](C1)C3)C#N 2-chloro-N-((1R,2R,4S)-7-cyano-7-azabicyclo[2.2.1]heptan-2-yl)-4-((1S,2S,5R)-2-cyano-6-azabicyclo[3.2.1]octan-6-yl)benzamide